(1R,3S,5R)-tert-Butyl 3-((6-bromo-3-methylpyridin-2-yl)carbamoyl)-5-(methylsulfonamidomethyl)-2-azabicyclo[3.1.0]hexane-2-carboxylate BrC1=CC=C(C(=N1)NC(=O)[C@H]1N([C@@H]2C[C@@]2(C1)CNS(=O)(=O)C)C(=O)OC(C)(C)C)C